(4-((6-chloro-4-(4-(hydroxymethyl)-4-methylpiperidin-1-yl)pyridin-3-yl)ethynyl)-1H-pyrazol-1-yl)azetidine-1-carboxylic acid tert-butyl ester C(C)(C)(C)OC(=O)N1C(CC1)N1N=CC(=C1)C#CC=1C=NC(=CC1N1CCC(CC1)(C)CO)Cl